[4-morpholino-2-[(2E)-2-(m-tolylmethylene)hydrazino]thieno[3,2-d]pyrimidin-6-yl]-piperazin-1-yl-methanone O1CCN(CC1)C=1C2=C(N=C(N1)N/N=C/C=1C=C(C=CC1)C)C=C(S2)C(=O)N2CCNCC2